1-[2-chloro-4-(trifluoromethyl)phenyl]-N-[2-(dimethylamino)ethyl]-4-[5-fluoro-6-(1-methyl-1H-pyrrol-2-yl)pyridin-3-yl]piperidine-4-carboxamide ClC1=C(C=CC(=C1)C(F)(F)F)N1CCC(CC1)(C(=O)NCCN(C)C)C=1C=NC(=C(C1)F)C=1N(C=CC1)C